2-methacryloxyethylthio-5-ethylthio-1,3,4-thiadiazole C(C(=C)C)(=O)OCCSC=1SC(=NN1)SCC